N-(1-(3-((2-(2-((2-(2,6-dioxopiperidin-3-yl)-1,3-dioxoisoindolin-5-yl)oxy)ethoxy)ethyl)(methyl)amino)phenyl)-5-fluoro-1H-benzo[d]imidazol-2-yl)-3-(trifluoromethyl)benzamide O=C1NC(CCC1N1C(C2=CC=C(C=C2C1=O)OCCOCCN(C=1C=C(C=CC1)N1C(=NC2=C1C=CC(=C2)F)NC(C2=CC(=CC=C2)C(F)(F)F)=O)C)=O)=O